CN(C1CCN(CC1)CC1=CC=C(C=C1)C=1C=CC2=C(N(C(=N2)C2=CC=CC=C2)C)C1)C N,N-dimethyl-1-(4-(1-methyl-2-phenyl-1H-benzo[d]imidazol-6-yl)benzyl)piperidin-4-amine